C(#N)C(C(=O)OCC1=CC=CO1)=C furfuryl α-cyanoacrylate